C(CC)NC(=O)C1=CC=C(C=C1)S(=O)(=O)N 4-(N-propylcarbamoyl)benzenesulfonamide